ClC1=CC=C(COC2=C3CCN(C(C3=CC(=C2)F)=O)C)C=C1 5-((4-chlorobenzyl)oxy)-7-fluoro-2-methyl-3,4-dihydroisoquinolin-1(2H)-one